BrC1=CC(=NN1C1CC(C1)C(F)(F)F)N 5-bromo-1-((1s,3s)-3-(trifluoromethyl)cyclobutyl)-1H-pyrazol-3-amine